Tert-butyl 2,2,2-trichloroacetimidate (tert-butyl 2,2,2-trichloroacetimidate) C(C)(C)(C)N=C(C(Cl)(Cl)Cl)O.ClC(C(OC(C)(C)C)=N)(Cl)Cl